2-(2-(4-fluorophenyl)-3-(2-methylpyridin-4-yl)-6,7-dihydropyrazolo[1,5-a]pyrazin-5(4H)-yl)oxazole tert-butyl-4-(2-(methylcarbamoyl)-1H-indol-4-yl)piperidine-1-carboxylate C(C)(C)(C)OC(=O)N1CCC(CC1)C1=C2C=C(NC2=CC=C1)C(NC)=O.FC1=CC=C(C=C1)C1=NN2C(CN(CC2)C=2OC=CN2)=C1C1=CC(=NC=C1)C